4-(benzyloxy)-3-(2-(4-(2-methoxyphenyl)piperidin-1-yl)ethyl)-1H-indol C(C1=CC=CC=C1)OC1=C2C(=CNC2=CC=C1)CCN1CCC(CC1)C1=C(C=CC=C1)OC